N-(29-(9Z,12Z-octadecadienoyloxy)-nonacosanoyl)-4R-hydroxysphinganine C(C=CC=CCCCCCCCCCCCCC)(=O)OCCCCCCCCCCCCCCCCCCCCCCCCCCCCC(=O)N[C@H](CO)[C@H](O)C(CCCCCCCCCCCCCC)O